S1C(=NN=C1)N1CC2(C1)OC[C@H](C2)N2CCC(CC2)C2=C(OCCC(C)(O)C)C=C(C=C2)F (S)-4-(2-(1-(2-(1,3,4-thiadiazol-2-yl)-5-oxa-2-azaspiro[3.4]octan-7-yl)piperidin-4-yl)-5-fluorophenoxy)-2-methylbutan-2-ol